O.O.S(=O)(=O)([O-])[O-].[Ca+2] calcium sulfate-dihydrate